FC=1C=C(C2=C(CCO2)C1)C(=C)C=1N=CNC1 4-[1-(5-Fluoro-2,3-dihydro-1-benzofuran-7-yl)vinyl]-1H-imidazole